ClC=1C=C(C=CC1C(=O)N1CCN(CC1)C(=O)C1CCNCC1)NC(=O)C=1N(C(=CN1)C=1C(=NN(C1)C1=NC=C(C=C1)NC)C(F)(F)F)C N-[3-chloro-4-[4-(piperidine-4-carbonyl)piperazine-1-carbonyl]phenyl]-1-methyl-5-[1-[5-(methylamino)-2-pyridyl]-3-(trifluoromethyl)pyrazol-4-yl]imidazole-2-carboxamide